FC=1C=2N(C=C(C1)S(=O)(=O)NC1(CC1)C)C(=NC2)C=2OC(=NN2)C 8-fluoro-3-(5-methyl-1,3,4-oxadiazol-2-yl)-N-(1-methylcyclopropyl)imidazo[1,5-a]pyridine-6-sulfonamide